C(=O)O.C1COC=2C=NC3=C(C=CC=C3C21)C(=O)O 1,2-dihydrofuro[2,3-c]quinoline-6-carboxylic acid formate